2-(5-(cyclopropylmethyl)-4-(3-fluoro-4-sulfamoylbenzyl)-3-(3-((5-methylfuran-2-yl)ethynyl)phenyl)-1H-pyrazol-1-yl)thiazole-4-carboxylic acid C1(CC1)CC1=C(C(=NN1C=1SC=C(N1)C(=O)O)C1=CC(=CC=C1)C#CC=1OC(=CC1)C)CC1=CC(=C(C=C1)S(N)(=O)=O)F